ClCC1=NC2=C(N1C[C@H]1OCC1)C=C(C=C2OC(C)C)C(=O)OC methyl (S)-2-(chloromethyl)-4-isopropoxy-1-(oxetan-2-ylmethyl)-1H-benzo[d]imidazole-6-carboxylate